4,4-dihydroxy-pyrazolin-5-one OC1(CNNC1=O)O